NC1=CC=C(C=C1)C1=NN2N=CN=C(C2=C1C1=CC(=C(C=C1)OC1=NC=CC(=N1)C)OC)N 6-(4-aminophenyl)-5-(3-methoxy-4-((4-methylpyrimidin-2-yl)oxy)phenyl)pyrazolo[5,1-f][1,2,4]triazin-4-amine